4-(5-hydroxypyrazin-2-yl)-1',3'-dihydrospiro[cyclohexane-1,2'-indene] OC=1N=CC(=NC1)C1CCC2(CC3=CC=CC=C3C2)CC1